O[C@H]1[C@@H](O[C@@H]([C@H]1O)CO)N1N=CC(=NC1=O)OC 2-((2R,3R,4S,5R)-3,4-Dihydroxy-5-(hydroxymethyl)tetrahydrofuran-2-yl)-5-methoxy-1,2,4-triazin-3(2H)-one